C1(CC1)C1=CC=C2C(=NCN(C2=C1)C1=C(C=CC=C1)C)NC=1C=NSC1 7-cyclopropyl-4-(isothiazol-4-ylamino)-1-(o-tolyl)quinazolin